BrC1=C(C=CC(=C1)C(F)(F)F)C=1C=C2CCN(C(C2=CC1)=O)C=1C=CC(=C(C1)NS(=O)(=O)CCO)O N-(5-(6-(2-bromo-4-(trifluoromethyl)phenyl)-1-oxo-3,4-dihydroisoquinolin-2(1H)-yl)-2-hydroxyphenyl)-2-hydroxyethane-1-sulfonamide